N[C@H]1CS(C2=C(N(C1=O)CC1=CC=C(C=C1)Cl)C=C(C(=C2)F)C=2OC(=NN2)C2CN(CCC2(F)F)C)(=O)=O (3R)-3-amino-5-[(4-chlorophenyl)methyl]-7-[5-(4,4-difluoro-1-methyl-3-piperidyl)-1,3,4-oxadiazol-2-yl]-8-fluoro-1,1-dioxo-2,3-dihydro-1λ6,5-benzothiazepin-4-one